4-(3-(6-cyano-1-oxoisoindolin-2-yl)-2-methylphenyl)-1H-indole-7-carboxamide C(#N)C1=CC=C2CN(C(C2=C1)=O)C=1C(=C(C=CC1)C1=C2C=CNC2=C(C=C1)C(=O)N)C